3-Bromo-5-isobutyl-1-[3-(1,1,2,2,2-pentadeuteroethoxy)phenyl]pyrazole BrC1=NN(C(=C1)CC(C)C)C1=CC(=CC=C1)OC(C([2H])([2H])[2H])([2H])[2H]